CN1C(C2(CNC(O2)=O)C2=CC=C(C=C12)C(=O)OC)=O methyl 1-methyl-2,2'-dioxospiro[indoline-3,5'-oxazolidine]-6-carboxylate